2-(6-tert-butylpyridin-3-yl)-7-methyl-4-oxo-4H,6H,7H,8H,9H-pyrido[1,2-a]pyrimidine-3-carbonitrile C(C)(C)(C)C1=CC=C(C=N1)C=1N=C2N(C(C1C#N)=O)CC(CC2)C